OCC1(CC(C1)NC(OC(C)(C)C)=O)CO tert-Butyl N-[3,3-Bis(hydroxymethyl)cyclobutyl]carbamate